CN(C1=CC=C(C=C1)C=1SC2=C([N+]1C)C=CC(=C2)C)C 2-(4-(dimethylamino)phenyl)-3,6-dimethyl-benzo[d]thiazolium